[1,2-13C2]hexanoate [13C]([13CH2]CCCC)(=O)[O-]